C[C@H]1N(CCOC1)C=1C=C(C=2N(N1)C(=CN2)C2=CC(=NN2)C)C2=CC=NN2C (R)-3-methyl-4-(8-(1-methyl-1H-pyrazol-5-yl)-3-(3-methyl-1H-pyrazol-5-yl)imidazo[1,2-b]pyridazin-6-yl)morpholine